CNC(=O)C1=NC2=CC(=CC=C2C=N1)C1=NC=CC(=C1)NC(C=C)=O N-methyl-7-[4-(prop-2-enamido)pyridin-2-yl]quinazoline-2-carboxamide